Cholesterol hemioxalate C(C(=O)O)(=O)O.CC(C)CCC[C@@H](C)[C@H]1CC[C@H]2[C@@H]3CC=C4C[C@@H](O)CC[C@]4(C)[C@H]3CC[C@]12C.CC(C)CCC[C@@H](C)[C@H]1CC[C@H]2[C@@H]3CC=C4C[C@@H](O)CC[C@]4(C)[C@H]3CC[C@]12C